4-p-tolylthiobutyryl chloride C1(=CC=C(C=C1)CCCC(=S)Cl)C